C(C1CC(C(CC1)N)C)C1CC(C(CC1)N)C 4,4'-methylenebis(2-methylcyclohexyl-amine)